1-cyclohexylbuta-2,3-dien-1-ol C1(CCCCC1)C(C=C=C)O